NC1=NC=2C=C(C(=CC2C2=C1C=NN2C)C(=O)N([C@H](C)C2=NC=C(C=C2)F)CC)F 4-amino-N-ethyl-7-fluoro-N-((1R)-1-(5-fluoro-2-pyridinyl)ethyl)-1-methyl-1H-pyrazolo[4,3-c]quinoline-8-carboxamide